CC(=O)C1=CC[C@@H]2[C@@]1(CC[C@H]3[C@H]2CC=C4[C@@]3(CC[C@@H](C4)O)C)C The molecule is a 3beta-hydroxy steroid that is pregnenolone with a double bond between positions 16 and 17. It is a 3beta-hydroxy steroid, a 20-oxo steroid and an enone. It derives from a pregnenolone.